CN(C=1C=C2CN(C(C2=CC1)=O)C1C(NC(CC1)=O)=O)[C@H]1CNCC1 3-(5-(Methyl-((R)-pyrrolidin-3-yl)amino)-1-oxo-isoindolin-2-yl)piperidine-2,6-dione